7-Fluoro-2,4-dimethyl-benzo[b][1,8]naphthyridin-5-ylamine FC1=CC=2C(=NC=3N=C(C=C(C3C2N)C)C)C=C1